CN(CCOC1=CC(=C(C=C1)C1=NC=CC2=C1N=C(N=C2)NC=2C=NC(=CC2)N2CCNCC2)F)C 8-(4-(2-(dimethylamino)ethoxy)-2-fluorophenyl)-N-(6-(piperazin-1-yl)pyridin-3-yl)pyrido[3,4-d]pyrimidin-2-amine